N-(carboxymethyl)-amide C(=O)(O)C[NH-]